glycerol dibehenate C(CCCCCCCCCCCCCCCCCCCCC)(=O)OCC(OC(CCCCCCCCCCCCCCCCCCCCC)=O)CO